FC=1C=C(C=CC1B1OC(C(O1)(C)C)(C)C)N1CC(N(CC1)C(=O)[O-])C 4-[3-fluoro-4-(4,4,5,5-tetramethyl-1,3,2-dioxaborolan-2-yl)phenyl]-2-methylpiperazine-1-carboxylate